C(C)(C)N1N=CC=C1C(=O)N[C@H](C(=O)OCC)C1CCC(CC1)C ethyl (2S)-2-[(2-isopropylpyrazole-3-carbonyl)amino]-2-(4-methylcyclohexyl)acetate